OC[C@H](C1=CC=CC=C1)NC1=NC(=NC=C1C1=NC(=NO1)C12CCN(CC1)CC2)NC=2C=C1C(N(C(C1=CC2)=O)C)(C)C (S)-5-((4-((2-hydroxy-1-phenylethyl)amino)-5-(3-(quinuclidin-4-yl)-1,2,4-oxadiazol-5-yl)pyrimidin-2-yl)amino)-2,3,3-trimethylisoindolin-1-one